aminoazepane NN1CCCCCC1